4-chloro-3-nitro-6,7-dimethoxyquinoline ClC1=C(C=NC2=CC(=C(C=C12)OC)OC)[N+](=O)[O-]